4-chloro-N-(1,1-dimethylsilacyclopentan-3-yl)-6-methyl-1H-pyrrolo[2,3-b]pyridine-2-carboxamide ClC1=C2C(=NC(=C1)C)NC(=C2)C(=O)NC2C[Si](CC2)(C)C